C(C1=CC=CC=C1)N1[C@@H]2CN([C@](C1=O)(C2)CO)C2=NC(=NC(=C2)Cl)Cl (1S,4R)-2-benzyl-5-(2,6-dichloropyrimidin-4-yl)-4-(hydroxymethyl)-2,5-diazabicyclo[2.2.1]heptan-3-one